C1(=CC=CC2=CC=CC=C12)C1=C(C=CC=C1P(C1=CC=CC=C1)C1=CC=CC=C1)C1=CC=CC=C1 [(2S)-2-(1-naphthalenyl)[1,1'-biphenyl]-3-yl]diphenyl-phosphine